N(CCC1=CC(O)=C(O)C=C1)S(=O)(=O)O.NCCC1=CC(O)=C(O)C=C1 dopamine (dopaminesulfonate)